C(C(C)C)N(C(\C=C\C(=O)O)=O)CC(C)C N,N-di-isobutyl-fumaric acid amide